4-amino-1-cyclopropyl-3-(tetrahydro-2H-pyran-4-yl)-1H-pyrazole-5-carboxylic acid ethyl ester C(C)OC(=O)C1=C(C(=NN1C1CC1)C1CCOCC1)N